3-{6-[(3RS)-3-(hydroxymethyl)pyrrolidin-1-yl]Pyridin-3-yl}piperidine-2,6-dione OC[C@H]1CN(CC1)C1=CC=C(C=N1)C1C(NC(CC1)=O)=O |r|